6-(3-oxazol-4-yl-propoxy)-2-thieno[2,3-c]pyridin-5-yl-3H-quinazolin-4-one O1C=NC(=C1)CCCOC=1C=C2C(NC(=NC2=CC1)C=1C=C2C(=CN1)SC=C2)=O